N(=[N+]=[N-])CC(=O)N[C@H]1C(O)O[C@@H]([C@@H]([C@@H]1O)O)CO N-azidoacetylgalactosamine